OCCOC1=CC=CC2=CC=CC=C12 1-(2-hydroxyethoxy)naphthalene